OCC1=CC=C(CSC2=C3C(N(C(=NC3=CC=C2)C)C2C(NC(CC2)=O)=O)=O)C=C1 3-(5-((4-(hydroxymethyl)benzyl)thio)-2-methyl-4-oxoquinazolin-3(4H)-yl)piperidine-2,6-dione